C1(CC1)C1=CC=C(C=C1)[C@]12[C@](C=3C(=NC(=CC3O1)OC)OC)([C@@H]([C@@H]([C@H]2C2=CC=CC=C2)CN2CC(C2)COC)O)O (5aR,6S,7S,8R,8aS)-5a-(4-cyclopropylphenyl)-1,3-dimethoxy-7-((3-(methoxymethyl)azetidin-1-yl)methyl)-6-phenyl-5a,6,7,8-tetrahydro-8aH-cyclopenta[4,5]furo[3,2-c]pyridine-8,8a-diol